O=C1N(C(C2=CC=CC=C12)=O)CCC(=O)Cl 3-(1,3-dioxoisoindol-2-yl)propionyl chloride